6-(4-Fluoro-2-(4-methyl-4H-1,2,4-triazol-3-yl)phenyl)-2-(6-methyl-4-(1-(1-methyl-1H-imidazol-2-yl)ethyl)pyridin-2-yl)isoindolin-1-one FC1=CC(=C(C=C1)C1=CC=C2CN(C(C2=C1)=O)C1=NC(=CC(=C1)C(C)C=1N(C=CN1)C)C)C1=NN=CN1C